C1=CC=CC2=CC=CC(=C12)N[C@@H](C)C(=O)O 8-naphthylalanine